3-hydroxy-1-(2-(5-(2-((6-methoxy-2-methylquinazolin-4-yl)thio)acetyl)thiophen-2-yl)ethyl)pyrrolidin-2-one OC1C(N(CC1)CCC=1SC(=CC1)C(CSC1=NC(=NC2=CC=C(C=C12)OC)C)=O)=O